ClC1=CC(=C(C(=C1)F)C1=NN(C=C1/C=C/C(=O)N[C@@H](CC1=CC=CC=C1)C(=O)O)C1=CC=CC=C1)F (E)-(3-(3-(4-chloro-2,6-difluorophenyl)-1-phenyl-1H-pyrazol-4-yl)acryloyl)-L-phenylalanine